FC(C(=O)O)(F)F.CC1=CC=CC(=N1)CC(=O)NC=1N=NC(=CC1)C1CNCC1 2-(6-methylpyridin-2-yl)-N-(6-(pyrrolidin-3-yl)pyridazin-3-yl)acetamide 2,2,2-trisFluoroacetate salt